(S)-2-amino-3-methylbutanamide N[C@H](C(=O)N)C(C)C